BrC=1C(=CC(=C(C1)S(=O)(=O)N)F)F 5-bromo-2,4-difluoro-benzenesulfonamide